C1(CC1)C(=O)NC1=CC(=C(N=N1)C(=O)NC([2H])([2H])[2H])NC1=CC=CC=2C3=C(CN(C12)C)C=NN(C3=O)C 6-(cyclopropanecarboxamido)-4-((2,6-dimethyl-1-oxo-1,2,5,6-tetrahydropyridazino[4,5-c]quinolin-7-yl)amino)-N-(methyl-d3)pyridazine-3-carboxamide